(R)-3-amino-2-(((benzyloxy)carbonyl)amino)propionic acid methyl ester COC([C@@H](CN)NC(=O)OCC1=CC=CC=C1)=O